N[C@@H]1C2=CC=CC=C2CC12CCN(CC2)C=2NC(C1=C(N2)NN=C1C1(CC1)C=1N=NSC1C)=O (S)-6-(1-amino-1,3-dihydrospiro[indene-2,4'-piperidine]-1'-yl)-3-(1-(5-methyl-1,2,3-thiadiazol-4-yl)cyclopropyl)-1,5-dihydro-4H-pyrazolo[3,4-d]pyrimidin-4-one